(E)-1-(N-benzyl-pyrrol-2-yl)-3-(p-tolyl)prop-2-en-1-one C(C1=CC=CC=C1)N1C(=CC=C1)C(\C=C\C1=CC=C(C=C1)C)=O